The molecule is a dibenzodioxonine isolated from the culture broth of Penicillium asperosporum that acts as an acyl-CoA:cholesterol acyltransferase inhibitor. It has a role as an antimicrobial agent, an EC 2.3.1.26 (sterol O-acyltransferase) inhibitor and a Penicillium metabolite. It is a polyphenol, an acetate ester, a lactone, an aromatic ether, a member of benzophenones and a dibenzodioxonine. CC1=CC2=C(C(=C1)O)OC3=C(C(=C(C=C3)C(CC(C)C)OC(=O)C)OC)C(=O)OC(C2O)C4=C(C(=CC(=C4)C)O)C(=O)C5=C(C=CC(=C5O)CC=C(C)C)O